dodecyl sulfate sodium salt [Na+].S(=O)(=O)(OCCCCCCCCCCCC)[O-]